2-hydroxy-2,3-dihydrospiro[indene-1,4'-piperidine] OC1CC2=CC=CC=C2C12CCNCC2